rel-6-amino-9-[(3S,4R)-3-fluoropiperidin-4-yl]-7-(4-phenoxyphenyl)purin-8-one hydrochloride Cl.NC1=C2N(C(N(C2=NC=N1)[C@H]1[C@H](CNCC1)F)=O)C1=CC=C(C=C1)OC1=CC=CC=C1 |o1:11,12|